3-hydroxy-5-ethyl-1-(4-vinylbenzyl)-1H-1,2,4-triazole OC1=NN(C(=N1)CC)CC1=CC=C(C=C1)C=C